(1S,4S)-5-(5-bromopyrimidin-2-yl)-2,5-diazabicyclo[2.2.1]heptane-2-carboxylic acid tert-butyl ester C(C)(C)(C)OC(=O)N1[C@@H]2CN([C@H](C1)C2)C2=NC=C(C=N2)Br